4-(Benzoselenazol-2-yl)-1-phenylpyridin-1-ium trifluoromethanesulfonate FC(S(=O)(=O)[O-])(F)F.[Se]1C(=NC2=C1C=CC=C2)C2=CC=[N+](C=C2)C2=CC=CC=C2